C(C)(C)(C)C1=CC=C2C(NS(C=3C=C(C=C(NCCCC4CC(N(C2=N1)C4)(C)C)N3)O)(=O)=O)=O 8-tert-Butyl-21-hydroxy-12,12-dimethyl-2λ6-thia-3,9,11,18,23-pentaazatetracyclo[17.3.1.111,14.05,10]tetracosa-1(23),5,7,9,19,21-hexaene-2,2,4-trione